8-((2S,5r)-4-(bis(4-fluorophenyl)methyl)-2,5-dimethylpiperazin-1-yl)-7-chloro-5-methyl-6-oxo-5,6-dihydro-1,5-naphthyridine-2-carbonitrile FC1=CC=C(C=C1)C(N1C[C@@H](N(C[C@H]1C)C1=C(C(N(C=2C=CC(=NC12)C#N)C)=O)Cl)C)C1=CC=C(C=C1)F